N,4-dimethylthiophene-2-carboxamide CNC(=O)C=1SC=C(C1)C